O1C(CCCC1)OC=1C=C(C=CC1)B(O)O 3-(TETRAHYDRO-2H-PYRAN-2-YLOXY)PHENYLBORONIC ACID